FC1=C(C=C(C(=C1)OC1=CC2=C(N(C=N2)C)C=C1)C)NC=1C2=C(N=CN1)C=CC(=N2)C2CC1C(N(CC1)C(=O)OC(C)(C)C)C2 tert-butyl 5-(4-((2-fluoro-5-methyl-4-((1-methyl-1H-benzo[d]imidazol-5-yl)oxy)phenyl)amino)pyrido[3,2-d]pyrimidin-6-yl)hexahydrocyclopenta[b]pyrrole-1(2H)-carboxylate